[C].C(CCCCCCCCCCCCCCCCCCCCCCCCCCCCC)(=O)O triacontanoic acid carbon